N-[2-(3,4-dihydro-3-oxo-2-quinoxalinyl)-4-(1-methylethyl)phenyl]-2-thiophenecarboxamide O=C1C(=NC2=CC=CC=C2N1)C1=C(C=CC(=C1)C(C)C)NC(=O)C=1SC=CC1